trifluoro-methanesulfonic acid 3-cyano-4,7,7-trimethyl-7,8-dihydro-5H-pyrano[4,3-b]pyridin-2-yl ester C(#N)C=1C(=C2C(=NC1OS(=O)(=O)C(F)(F)F)CC(OC2)(C)C)C